(5-(difluoromethoxy)pyrimidin-2-yl)cyclopentane-1,3-diamine FC(OC=1C=NC(=NC1)C1(CC(CC1)N)N)F